Benzyl (1S,4S,5S)-5-[[5-cyclopropyl-3-(2,6-dichlorophenyl)-1,2-oxazol-4-yl]methoxy]-2-azabicyclo[2.2.1]heptane-2-carboxylate C1(CC1)C1=C(C(=NO1)C1=C(C=CC=C1Cl)Cl)CO[C@@H]1[C@@H]2CN([C@H](C1)C2)C(=O)OCC2=CC=CC=C2